ClN1N=CN(C1)Cl 2,4-dichloro-1,2,4-triazole